C(CCC)N(CCCN)CCCC 3-(dibutylamino)propylamine